CC1(CC(C(N1)=O)=CCCNC(OC(C)(C)C)=O)C tert-butyl (3-(5,5-dimethyl-2-oxopyrrolidin-3-ylidene)propyl)carbamate